C1(CC1)N1CCP(CC1)(=O)C1=CC(=C(C=C1)NC1=CC(=C2C(=N1)NC=C2C#N)NCC)OC 6-((4-(1-cyclopropyl-4-oxido-1,4-azaphosphinan-4-yl)-2-methoxyphenyl)amino)-4-(ethylamino)-1H-pyrrolo[2,3-b]pyridine-3-carbonitrile